3-((3,3-dibutyl-7-(methylthio)-1,1-dioxido-5-phenyl-2,3,4,5-tetrahydro-1,5-benzothiazepin-8-yl)oxy)-2-hydroxypropanoic acid C(CCC)C1(CS(C2=C(N(C1)C1=CC=CC=C1)C=C(C(=C2)OCC(C(=O)O)O)SC)(=O)=O)CCCC